ClC=1C=CC=C2C(C=C(OC12)C1=C(C=C(C=C1)C(F)(F)F)OCCNS(N)(=O)=O)=O 8-chloro-4-oxo-2-[2-[2-(sulfamoylamino)ethoxy]-4-(trifluoromethyl)phenyl]chromene